FC1=C(C=C(C(=C1)F)F)S(=O)(=O)N 2,4,5-trifluorobenzenesulfonamide